7-(4-chloro-6-(pyrrolidin-1-yl)indolin-1-yl)-7-oxoheptanoic acid ClC1=C2CCN(C2=CC(=C1)N1CCCC1)C(CCCCCC(=O)O)=O